OC1(CCN(CC1)C(C[C@@H](C)C1=CC=CC=C1)=O)CN1C=NC(=CC1=O)NCCN1[C@H](CCC1)C 3-((4-Hydroxy-1-((R)-3-phenylbutanoyl)piperidin-4-yl)methyl)-6-((2-((S)-2-methylpyrrolidin-1-yl)ethyl)amino)pyrimidin-4(3H)-one